rel-2-((3R,4R)-4-((4-(cyclopropyl(4-(trifluoromethyl)benzyl)amino)-7H-pyrrolo[2,3-d]pyrimidin-7-yl)methyl)-3,4-dihydroxypiperidin-1-yl)acetamide C1(CC1)N(C=1C2=C(N=CN1)N(C=C2)C[C@]2([C@@H](CN(CC2)CC(=O)N)O)O)CC2=CC=C(C=C2)C(F)(F)F |o1:14,15|